O1C(=CC=C1)C1=NN2C(N=C(N=C2N)NCCC2=CC=C(C=C2)NCCC)=N1 2-(furan-2-yl)-N5-(4-(propylamino)phenethyl)-[1,2,4]triazolo[1,5-a][1,3,5]triazine-5,7-diamine